C(C)(=O)N[C@H]1C[C@H](CCC1)C(=O)NC1=NC=C(C(=C1)C1=C2CCNC2=CC=C1)Cl (1S,3R)-3-acetamido-N-(5-chloro-4-(indolin-4-yl)pyridin-2-yl)cyclohexane-1-carboxamide